N-(6-chloro-4-methoxypyridin-3-yl)-1-(2-hydroxyethyl)-3-(2-isopropylphenyl)azetidine-3-carboxamide ClC1=CC(=C(C=N1)NC(=O)C1(CN(C1)CCO)C1=C(C=CC=C1)C(C)C)OC